(tert-butoxy)pyridinecarboxaldehyde C(C)(C)(C)OC=1C(=NC=CC1)C=O